OCCCCCCCCCC(O)=O 10-hydroxycapric acid